ClC1=NN2C(N=C(C=C2)N2[C@H](C[C@@H](C2)O)C2=C(C=CC(=C2)F)F)=C1NC(=S)N[C@@H]1[C@@H](C1)F 1-(2-chloro-5-((2R,4S)-2-(2,5-difluorophenyl)-4-hydroxypyrrolidin-1-yl)pyrazolo[1,5-a]pyrimidin-3-yl)-3-((1S,2R)-2-fluorocyclopropyl)thiourea